O1CC(C1)C1=CC(=NN1)NC1=NC(=C2C=CC=NC2=C1)NC1CC2CCC(C1)N2CCC#N 3-((3-exo)-3-((7-((5-(oxetan-3-yl)-1H-pyrazol-3-yl)amino)-1,6-naphthyridin-5-yl)amino)-8-azabicyclo[3.2.1]oct-8-yl)propionitrile